The molecule is an octadecadienoic acid in which the two double bonds have Z-geochemistry and are located at positions 6 and 9. It is a conjugate acid of a (6Z,9Z)-octadecadienoate. CCCCCCCC/C=C\\C/C=C\\CCCCC(=O)O